(5Z)-5-[[1-(2-chlorophenyl)pyrazol-4-yl]methylene]thiazolidine-2,4-dione ClC1=C(C=CC=C1)N1N=CC(=C1)\C=C/1\C(NC(S1)=O)=O